C(C)N1C(=NN=C1CC1=C(C=CC(=C1)C1CC1)F)C(=O)OC[C@H]1[C@@H](C[C@H](C1)N)C1=CC=C(C=C1)Br ((1r,2r,4r)-4-amino-2-(4-bromophenyl)cyclopentyl)methanol ethyl-5-(5-cyclopropyl-2-fluorobenzyl)-4H-1,2,4-triazole-3-carboxylate